9-chloro-2-ethylphenanthro[3,4-d]thiazole ClC=1C=CC=2C3=C(C=CC2C1)C=CC=1N=C(SC13)CC